NCCOCCOCCOCCOCCOCCNC(COC1=C2C(N(C(C2=CC=C1)=O)C1C(NC(CC1)=O)=O)=O)=O N-(17-amino-3,6,9,12,15-pentaoxaheptadecyl)-2-((2-(2,6-dioxopiperidin-3-yl)-1,3-dioxoisoindolin-4-yl)oxy)acetamide